tert-butyl 4-[6-(1-cyano-1-methyl-ethyl)pyrazolo[1,5-a]pyrimidin-3-yl]-2-(difluoromethoxy)-6-methoxy-benzoate C(#N)C(C)(C)C=1C=NC=2N(C1)N=CC2C2=CC(=C(C(=O)OC(C)(C)C)C(=C2)OC)OC(F)F